N-(2-Fluoro-4-(2-(((3S,5S)-5-fluoropiperidin-3-yl)amino)-8-methylpyrido[3,2-d]pyrimidin-6-yl)phenyl)propane-1-sulfonamide FC1=C(C=CC(=C1)C=1C=C(C=2N=C(N=CC2N1)N[C@@H]1CNC[C@H](C1)F)C)NS(=O)(=O)CCC